FC1=C(C(=O)NC=2C=CC=C3C=CC(=NC23)C)C=CC=C1 2-Fluoro-N-(2-methylquinolin-8-yl)benzamide